CC(=CCC1=C(C=C(C=C1OC(OCCOCCOCCOCCOC)C)CCCCC)OC(OCCOCCOCCOCCOC)C)CCC=C(C)C 15,15'-((2-(3,7-dimethylocta-2,6-dien-1-yl)-5-pentyl-1,3-phenylene)bis(oxy))bis(2,5,8,11,14-pentaoxahexadecane)